The molecule is a glycophytoceramide having an alpha-D-galactopyranosyl residue at the O-1 position and a 6-phenylhexanoyl group attached to the nitrogen. It derives from an alpha-D-galactose. CCCCCCCCCCCCCC[C@H]([C@H]([C@H](CO[C@@H]1[C@@H]([C@H]([C@H]([C@H](O1)CO)O)O)O)NC(=O)CCCCCC2=CC=CC=C2)O)O